N(=NC1=CC=C(C(=O)OCC)C=C1)C1=CC=C(C(=O)OCC)C=C1 diethyl 4,4'-azodibenzoate